C(C1=CC=CC=C1)OC1=NC(=CC=C1C1=NN(C2=CC(=CC=C12)N[C@H]1C[C@@H](N(CC1)C(=O)OC(C)(C)C)C)C)OCC1=CC=CC=C1 tert-butyl (2S,4R)-4-[[3-(2,6-dibenzyloxy-3-pyridyl)-1-methyl-indazol-6-yl]amino]-2-methyl-piperidine-1-carboxylate